ClC1=C(OC2=NCCNC2C)C(=CC=C1)Cl 5-(2,6-dichlorophenoxy)-6-methyl-1,2,3,6-tetrahydropyrazine